[Na].C(CCC)N(C(S)=S)CCCC di-n-butyl-dithiocarbamic acid sodium